3-Propan-2-yl-1H-indol-4-ol CC(C)C1=CNC=2C=CC=C(C12)O